C1(CCCC1)N1C=C2C(=NN=C(C2=CC1=O)C)N[C@H](C)C1=CC(=CC=C1)C(F)(F)F 6-cyclopentyl-1-methyl-4-[[(1R)-1-[3-(trifluoromethyl)phenyl]ethyl]amino]pyrido[3,4-d]pyridazin-7-one